O.[OH-].[Li+].C(C)(C)(C)[S@](=O)N[C@H](C)C=1C=C(C(=C(C1)C=1C=NN(C1)CC(=O)O)OC)OC [4-[5-[(1R)-1-[[(S)-tert-butylsulfinyl]amino]ethyl]-2,3-dimethoxy-phenyl]pyrazol-1-yl]acetic acid lithium hydroxide monohydrate